tert-butyl 2-(1-(5-bromopyridin-3-yl)cyclopropyl)-4-oxo-3,4,5,7,8,9-hexahydro-6H-pyrimido[5,4-c]azepine-6-carboxylate BrC=1C=C(C=NC1)C1(CC1)C=1NC(C=2CN(CCCC2N1)C(=O)OC(C)(C)C)=O